1-((2-(2-(diethylamino)ethoxy)naphthalen-1-yl)methyl)naphthalen-2-ol formate C(=O)OC1=C(C2=CC=CC=C2C=C1)CC1=C(C=CC2=CC=CC=C12)OCCN(CC)CC